N-{(S)-1-carbonyl-1-{{(S)-1-carbonyl-3-[(S)-2-carbonylpyrrolidin-3-yl]propan-2-yl}amino}-3-cyclohexylpropan-2-yl}-benzimidazole-2-carboxamide C(=O)=C([C@H](CC1CCCCC1)NC(=O)C=1NC2=C(N1)C=CC=C2)N[C@H](C=C=O)C[C@H]2C(NCC2)=C=O